NC1=C2C(=NC=N1)N(N=C2C#CC=2C=C(C=CC2C)NC(=O)N2OCC[C@@H]2C=2C=NC=CC2)CC (R)-N-(3-((4-amino-1-ethyl-1H-pyrazolo[3,4-d]pyrimidin-3-yl)ethynyl)-4-methylphenyl)-3-(pyridin-3-yl)isoxazolidin-2-carboxamide